C(C)OC(CCCCCC1COCC1)=O 6-(tetrahydrofuran-3-yl)-hexanoic acid ethyl ester